ONC(=O)C=1SC=C(C1)N1C(=NC2=C1C=CC=C2)CCCCC N-hydroxy-4-(2-pentyl-1H-benzo[d]imidazol-1-yl)thiophene-2-carboxamide